BrC1=CC2=C(C=CS2)C=C1 6-bromo-1-benzothiophene